NC1=CC=C(C=N1)C1=CC=CC=2N1N=CC2C(=O)N2CCCCC2 (7-(6-aminopyridin-3-yl)pyrazolo[1,5-a]pyridin-3-yl)(piperidin-1-yl)methanone